CC1=CC=CC=2C=NCSC21 8-Methyl-2H-benzo[e][1,3]thiazine